C(C)C=1C(=CC2=C(N(C(N2)=O)[C@H]2CN(CCC2)CCOC)C1)C=1C=C(C=2N(C1)N=CN2)OC (R)-6-Ethyl-5-(8-methoxy-[1,2,4]triazolo[1,5-a]pyridin-6-yl)-1-(1-(2-methoxyethyl)piperidin-3-yl)-1,3-dihydro-2H-benzo[d]imidazol-2-on